2-hydroxy-1,3,5-trimethyl-benzene OC1=C(C=C(C=C1C)C)C